(RS)-3-allyl-2-methyl-4-oxocyclopent-2-enyl-(1R,3S)-2,2-dimethyl-3-(2-methylpropenyl)-cyclopropanecarboxylate C(C=C)C1=C([C@@H](CC1=O)OC(=O)[C@H]1C([C@H]1C=C(C)C)(C)C)C |&1:5|